2,7-dibromo-9,9-bis(penta-4-en-1-yl)-9H-fluorene BrC1=CC=2C(C3=CC(=CC=C3C2C=C1)Br)(CCCC=C)CCCC=C